OC(CNC(=O)NC=1SC=2CN(C(CC2N1)(C)C)C=1OC2=C(N1)C=C(C=C2)S(=O)(=O)C)(C)C N-(2-hydroxy-2-methylpropyl)-N'-{5-[5-(methanesulfonyl)-1,3-benzoxazol-2-yl]-6,6-dimethyl-4,5,6,7-tetrahydro[1,3]thiazolo[5,4-c]pyridin-2-yl}urea